NC=1N(C(C=2NC(=NC2N1)C=1OC=CC1)=O)CCC 2-amino-8-furan-2-yl-1-propyl-1,7-dihydro-purin-6-one